FC(C(O)C1=C2CCNC2=CC=C1)(F)F 2,2,2-trifluoro-1-(indolin-4-yl)ethan-1-ol